COC1=CC(=C(C=C1)C1=CC(=C(N=N1)NC1C[C@@H]2[C@@H](CN(C2)C([2H])([2H])C2CCOCC2)C1)C(F)(F)F)C (3aR,5s,6aS)-N-(6-(4-methoxy-2-methylphenyl)-4-(trifluoromethyl)pyridazin-3-yl)-2-((tetrahydro-2H-pyran-4-yl)methyl-d2)octahydro-cyclopenta[c]pyrrol-5-amine